C(C)OC(CCN)=O β-alanine ethyl ester